2,6-diisobutyl-p-pentylphenol C(C(C)C)C1=C(C(=CC(=C1)CCCCC)CC(C)C)O